[N+](=O)([O-])C1=CC=C2CCN(C2=C1)C(=O)OC1=CC=C(C=C1)CCC(=O)O 3-(4-((6-nitroindoline-1-carbonyl)oxy)phenyl)propanoic acid